C1(=CC=C(C=C1)C1=NNC=N1)C1=NNC=N1 3,3'-(1,4-phenylene)bis(1H-1,2,4-triazole)